NC1=NC=2C=C(C=CC2C2=C1COC2)CN(C(=O)C=2C=NC(=CC2)C2CC2)C=2C(=NN(C2)C)C#N N-({4-amino-1H,3H-furo[3,4-c]quinolin-7-yl}methyl)-N-(3-cyano-1-methyl-1H-pyrazol-4-yl)-6-cyclopropylpyridine-3-carboxamide